bis[(t-butyldimethylsilyl)amino]methylvinylsilane [Si](C)(C)(C(C)(C)C)NC(N[Si](C)(C)C(C)(C)C)C=C[SiH3]